C1(CC1)CN1C(N(C(C2=C1SC(=C2)S(=O)(=O)NC2(CC2)C)=O)CC2=CN=C(S2)C)=O 1-(cyclopropylmethyl)-N-(1-methylcyclopropyl)-3-((2-methylthiazol-5-yl)methyl)-2,4-dioxo-1,2,3,4-tetrahydrothieno[2,3-d]pyrimidine-6-sulfonamide